C(C=C)(=O)N1CCN(CC1)C1=C(C(N(C2=NC(=C(C=C12)F)C1=CC=C(C2=C1N=C(S2)N)F)C=2C(=NC=CC2C)C(C)C)=O)C#N 4-(4-propenoylpiperazin-1-yl)-7-(2-amino-7-fluoro-benzo[d]thiazol-4-yl)-6-fluoro-1-(2-isopropyl-4-methylpyridin-3-yl)-2-oxo-1,2-dihydro-1,8-naphthyridine-3-carbonitrile